N-tert-butyloxycarbonyl-6-amino-hexanoic acid C(C)(C)(C)OC(=O)NCCCCCC(=O)O